6-(3,5-dimethoxyphenyl)quinolin COC=1C=C(C=C(C1)OC)C=1C=C2C=CC=NC2=CC1